1-(2-Bromo-4-fluorophenyl)ethan-1-one BrC1=C(C=CC(=C1)F)C(C)=O